N-((1r,4r)-4-((3-(trifluoromethyl)-[1,2,4]triazolo[4,3-b]pyridazin-6-yl)oxy)cyclohexyl)nicotinamide FC(C1=NN=C2N1N=C(C=C2)OC2CCC(CC2)NC(C2=CN=CC=C2)=O)(F)F